N,N-di-(p-butylphenyl)-1,4-diaminobenzene C(CCC)C1=CC=C(C=C1)N(C1=CC=C(C=C1)N)C1=CC=C(C=C1)CCCC